4-(1-((3-fluorophenyl)sulfonyl)cyclobutyl)-N-(pyridin-4-yl)piperidine-1-carboxamide FC=1C=C(C=CC1)S(=O)(=O)C1(CCC1)C1CCN(CC1)C(=O)NC1=CC=NC=C1